(3-Chloro-1H-indol-5-yl)methanamine ClC1=CNC2=CC=C(C=C12)CN